NC1=CC2=C(N(C=N2)[C@@H]2C[C@@H](CCC2)NC2=NC=C(C(=N2)OC)C#N)C=C1 2-(((1R,3S)-3-(5-amino-1H-benzo[d]imidazol-1-yl)cyclohexyl)amino)-4-methoxypyrimidine-5-carbonitrile